FC=1C(=C(C=CC1F)C(=O)N1CC(C1)O)NC1=C(C=C(C=C1)I)F 1-({3,4-difluoro-2-[(2-fluoro-4-iodophenyl)amino]phenyl}-carbonyl)azetidin-3-ol